[Si](C)(C)(C(C)(C)C)OC=1C=C(C=CC1OC)\C=N\S(=O)C(C)(C)C (NE)-N-[[3-[tert-Butyl(dimethyl)silyl]oxy-4-methoxy-phenyl]methylene]-2-methyl-propane-2-sulfinamide